[Al].[Fe].[Cr].[Co] Cobalt-Chromium-Iron-Aluminum